methyl (S)-4-(2-(4-(5-chloro-2-(4-(trifluoromethyl)-1H-1,2,3-triazol-1-yl) phenyl)-5-methoxy-2-oxopyridin-1(2H)yl)-3-(5-methylisoxazol-3-yl) propanamido)-2-fluorobenzoate ClC=1C=CC(=C(C1)C1=CC(N(C=C1OC)[C@H](C(=O)NC1=CC(=C(C(=O)OC)C=C1)F)CC1=NOC(=C1)C)=O)N1N=NC(=C1)C(F)(F)F